ClC=1C=CC(=C(C1)N1CON(CO1)C(C(=O)NC1=CC2=CN(N=C2C=C1)C)CC1OCCCC1)N1N=NC(=C1)Cl 2-(4-(5-chloro-2-(4-chloro-1H-1,2,3-triazol-1-yl)phenyl)-2,5-dioxapiperazin-1-yl)-N-(2-methyl-2H-indazol-5-yl)-3-(tetrahydro-2H-pyran-2-yl)propanamide